CS(=O)(=O)C1=NC=C(C(=N1)C1=NN(C2=CC=CC=C12)[Si](C)(C)(C)CCOC)C#N 2-methanesulfonyl-4-{1-[(2-methoxyethyl)trimethyl-$l^{5}-silyl]indazol-3-yl}pyrimidine-5-carbonitrile